(R)-1-(7-(8-ethyl-7-fluoro-3-hydroxynaphthalen-1-yl)-8-fluoro-2-(((S)-1-methylpyrrolidin-2-yl)methoxy)-5-(propynyl)pyrido[4,3-d]pyrimidin-4-yl)-3-methylpiperidin-3-ol C(C)C=1C(=CC=C2C=C(C=C(C12)C1=C(C=2N=C(N=C(C2C(=N1)C#CC)N1C[C@@](CCC1)(O)C)OC[C@H]1N(CCC1)C)F)O)F